[K+].O=C([C@H](O)[C@@H](O)[C@H](O)[C@H](O)CO)[O-] D-Gluconic acid, potassium salt